N(=[N+]=[N-])[C@@H]1CN(CC[C@H]1OCC1=CC=C(C=C1)C(F)(F)F)C(=O)OC(C)(C)C tert-butyl trans-3-azido-4-(4-(trifluoromethyl)benzyloxy)piperidine-1-carboxylate